FC=1C=C(C=CC1)N1C=NC(=C1)[N+](=O)[O-] 1-(3-Fluorophenyl)-4-nitro-1H-imidazole